(R) or (S)-2-(2-hydroxypropan-2-yl)-N'-((1',5',6',7'-tetrahydro-2'H-spiro[cyclopropane-1,3'-dicyclopenta[b,e]pyridin]-8'-yl)carbamoyl)thiazole-5-sulfonimidamide OC(C)(C)C=1SC(=CN1)[S@@](=O)(N)=NC(NC1=C2C(=NC3=C1CCC3)C3(CC2)CC3)=O |o1:9|